C(C1=CC=CC=C1)=NC(CCC)[SiH](OC)OC N-benzylidene-3-methyl(dimethoxysilyl)propanamine